OC1=C(N=C(C2=CC(=CC=C12)C1=CC=CC=C1)S)C(=O)NCC(=O)O [(4-Hydroxy-7-phenyl-sulfanyl-isoquinoline-3-carbonyl)-amino]-acetic acid